methyl 2-[(1Z)-3-ethoxy-1-[(4-fluoro-2-methyl-1H-indol-5-yl) amino]-3-oxoprop-1-en-2-yl]-5,6-dimethoxypyridine-3-carboxylate C(C)OC(\C(=C/NC=1C(=C2C=C(NC2=CC1)C)F)\C1=NC(=C(C=C1C(=O)OC)OC)OC)=O